NCCCN(C1=CC(=C(C(=N1)C1=CC(=C(C#N)C=C1)F)C1=CC(=C(C=C1)Cl)O)O)C 4-(6-((3-aminopropyl)(methyl)amino)-3-(4-chloro-3-hydroxyphenyl)-4-hydroxypyridin-2-yl)-2-fluorobenzonitrile